hydroxyethylidenebisacrylamide OCC(C=CC(=O)N)C=CC(=O)N